cyclobutylbismuthanethione C1(CCC1)[Bi]=S